C(#N)C1(COCC2=CC=C(C=C12)C(=O)NCC1=NC=CC(=C1)C(=C(C1=CC=CC=C1)F)F)C 4-cyano-N-((4-(1,2-difluoro-2-phenylvinyl)pyridin-2-yl)methyl)-4-methylisochroman-6-carboxamide